(Z)-3-(5-((3-(3-(3-(4-(1-(4-hydroxyphenyl)-2-phenylbut-1-en-1-yl)phenoxy)propoxy)propoxy)propyl)amino)-1-oxoisoindolin-2-yl)piperidine-2,6-dione OC1=CC=C(C=C1)/C(=C(\CC)/C1=CC=CC=C1)/C1=CC=C(OCCCOCCCOCCCNC=2C=C3CN(C(C3=CC2)=O)C2C(NC(CC2)=O)=O)C=C1